FC1=C(C=C(C(=C1)OC)NC1=NC=CC(=N1)C1=CN(C2=CC=CC=C12)C)NC(\C=C\CN1CCCC1)=O (E)-N-(2-fluoro-4-methoxy-5-((4-(1-methyl-1H-indol-3-yl)pyrimidin-2-yl)amino)phenyl)-4-(pyrrolidin-1-yl)but-2-enamide